Methyl 3-(1,3-dihydro-2-benzothiophen-5-ylamino)-5-methyl-6-(1-methylbenzimidazol-4-yl)pyrazine-2-carboxylate C1SCC2=C1C=CC(=C2)NC=2C(=NC(=C(N2)C)C2=CC=CC=1N(C=NC12)C)C(=O)OC